F[C@@H]1[C@@H](C1)C(=O)NC1=CC=C2C(=N1)NC=C2C=2C(=NC=C(C2OC)F)OC (1S,2S)-2-fluoro-N-[3-(5-fluoro-2,4-dimethoxypyridin-3-yl)-1H-pyrrolo[2,3-b]pyridin-6-yl]cyclopropane-1-carboxamide